Cl.NC[C@H]1C[C@H](NC1)CNC(=O)C=1NC2=CC(=CC=C2C1)C1=CC=C(C=C1)F N-(((2S,4R)-4-(aminomethyl)pyrrolidin-2-yl)methyl)-6-(4-fluorophenyl)-1H-indole-2-carboxamide hydrogen chloride salt